ICCCOS(=O)(=O)C(F)(F)F 3-iodopropyltrifluoromethanesulfonate